O1CCOC12CCCC(C2)=O 1,4-dioxaspiro[4.5]decan-9-one